3-Glycyloxypropyl-Trimethoxysilan NCC(=O)OCCC[Si](OC)(OC)OC